NC1=C(C=C(C=N1)NC(C(=O)N1C(CCC(C1)C)C=1C=C2C3(C(NC2=C(C1)Cl)=O)CC3)=O)CC N-(6-amino-5-ethylpyridin-3-yl)-2-(2-(7'-chloro-2'-oxospiro[cyclopropane-1,3'-indolin]-5'-yl)-5-methylpiperidin-1-yl)-2-oxoacetamide